C(C=C)(=O)OCCCCCCCCCCCCCCCCCCC[SiH2]C(F)F acryloyloxynonadecyldifluoromethylsilane